CN(CCN(C1=C(C=C(C(=C1)OC(F)(F)F)NC1=NC=CC(=N1)C1=CN(C2=CC=CC=C12)C)NC(\C=C/C=C)=O)C)C N-{2-(2-dimethylaminoethyl-methylamino)-5-[4-(1-methylindol-3-yl)pyrimidin-2-yl]amino-4-trifluoromethoxyphenyl}-cis-2,4-pentadienoamide